α-Acetyl-γ-butyrolacton C(C)(=O)C1C(=O)OCC1